N1CC(C1)C1=CC=C(C=C1)C1(CC1)C1=NN=NN1 5-[1-[4-(azetidin-3-yl)phenyl]cyclopropyl]-1H-tetrazole